NC=1C=NC=2CCN(CC2C1)C(=O)NC1=CC=CC=C1 3-amino-N-phenyl-7,8-dihydro-1,6-naphthyridine-6(5H)-carboxamide